8-[(3R)-3-t-Butoxycarbonylamino-1-piperidinyl]-7-(2-butynyl)-3,7-dihydro-3-methyl-1-[(4-methyl-2-quinazolinyl)methyl]-1H-purine-2,6-dione C(C)(C)(C)OC(=O)N[C@H]1CN(CCC1)C1=NC=2N(C(N(C(C2N1CC#CC)=O)CC1=NC2=CC=CC=C2C(=N1)C)=O)C